[2,6-difluoro-4-(methoxymethyl)phenyl]-5-fluoropyridine-2-carboxylic acid FC1=C(C(=CC(=C1)COC)F)C=1C(=NC=C(C1)F)C(=O)O